COC=1C=CC2=C(SC(=C2OC2=CC=C(C=C3CN(C3)C(=O)OC(C)(C)C)C=C2)C2=C(C=CC=C2)C)C1 tert-butyl 3-(4-((6-methoxy-2-(o-tolyl)benzo[b]thiophen-3-yl)oxy)benzylidene)azetidine-1-carboxylate